C(=O)(O)C1(CCC1)NC1=CC(=C(C(=O)NC)C=C1)F 4-(1-carboxyl-cyclobutylamino)-2-fluoro-N-methyl-benzamide